N1(C=NC=C1)C=1C=CC(=C(C1)O)C1=NC=C(N=C1)C=C1CC(NC(C1)(C)C)(C)C 5-(1H-imidazol-1-yl)-2-(5-((2,2,6,6-tetramethylpiperidin-4-ylidene)methyl)pyrazin-2-yl)phenol